methyl 3-(tert-butylsulfamoyl)-4-methoxy-benzoate C(C)(C)(C)NS(=O)(=O)C=1C=C(C(=O)OC)C=CC1OC